(E)-6-(4-chlorostyryl)quinoline-4-carboxylic acid ClC1=CC=C(/C=C/C=2C=C3C(=CC=NC3=CC2)C(=O)O)C=C1